1,2-bis(2-propyne-1-oxy)benzene C(C#C)OC1=C(C=CC=C1)OCC#C